tert-butyl N-({1-[(2,2-difluoro-1,3-benzodioxol-5-yl)sulfonyl]-5-(2-fluorophenyl)-1H-pyrrol-3-yl}methyl)-N-methylcarbamate FC1(OC2=C(O1)C=CC(=C2)S(=O)(=O)N2C=C(C=C2C2=C(C=CC=C2)F)CN(C(OC(C)(C)C)=O)C)F